CN1N=C(C2=CC=C(C=C12)C1=NOC(=N1)C1CCN(CC1)C(=O)C1CC(NC1)=O)C 4-[4-[3-(1,3-dimethylindazol-6-yl)-1,2,4-oxadiazol-5-yl]piperidine-1-carbonyl]pyrrolidin-2-one